O1C(OCC1)CN1C(C2=C(C=3C=CC(=CC13)F)N(N=C2)C)=O 5-(1,3-Dioxolan-2-ylmethyl)-7-fluoro-1-methyl-pyrazolo[4,3-c]Quinolin-4-one